C1(CCCCC1)CCN(C(=O)C1=CC=C(C(=O)NC2=CC=C(N=N2)C=2N=NC(=CC2)NC(=O)C2=C3C=CC=C(C3=CC=C2)C(=O)O)C=C1)OC 5-[(6'-{4-[(2-cyclohexylethyl)(methoxy)carbamoyl]benzamido}-[3,3'-bipyridazine]-6-yl)carbamoyl]naphthalene-1-carboxylic acid